N-(2-hydroxy-3-lauroyloxypropyl)dimethyl-dodecyl-ammonium chloride [Cl-].OC(C[N+](CCCCCCCCCCCC)(C)C)COC(CCCCCCCCCCC)=O